1-(5-(3-benzyl-4-oxo-3,4-dihydroquinazolin-6-yl)benzo[d]thiazol-2-yl)-3-ethylurea C(C1=CC=CC=C1)N1C=NC2=CC=C(C=C2C1=O)C=1C=CC2=C(N=C(S2)NC(=O)NCC)C1